(1R,4R)-5-[7-bromo-2-chloro-8-fluoro-6-(trifluoromethyl)quinazolin-4-yl]-2-oxa-5-azabicyclo[2.2.1]heptane BrC1=C(C=C2C(=NC(=NC2=C1F)Cl)N1[C@H]2CO[C@@H](C1)C2)C(F)(F)F